C1=CC(=CC=2OC3=C(C21)C=CC=C3)C3=CC=C(C=C3)N(C=3C2=CC=CC=C2C=2C=CC=CC2C3)C3=CC=C(C=C3)C3=CC=CC2=CC=CC=C32 4-(dibenzofuran-3-yl)phenyl-4-(naphthalen-1-yl)phenyl-phenanthren-9-yl-amine